NCC1=CC2=C(N(C(=N2)CN2C(N(C3=C2C=C(C=C3)F)CC(F)(F)F)=O)CCC)C=C1 3-((5-(aminomethyl)-1-n-propyl-1H-benzo[d]imidazol-2-yl)methyl)-1-(2,2,2-trifluoroethyl)-5-fluoro-1,3-dihydro-2H-benzo[d]imidazol-2-one